1,3,5-trihydroxyethyl-benzene OC(C)C1=CC(=CC(=C1)O)O